(1-(6-(4-chlorophenyl)-2-(pyridin-3-yl)pyrimidin-4-yl)piperidin-4-yl)ethan-1-ol ClC1=CC=C(C=C1)C1=CC(=NC(=N1)C=1C=NC=CC1)N1CCC(CC1)C(C)O